1-isopropyl-3-(2-bromophenyl)-5-methyl-pyrazol-4-ol C(C)(C)N1N=C(C(=C1C)O)C1=C(C=CC=C1)Br